Ethyl 7-(1-acetylpiperidin-4-yl)-5,6,7,8-tetrahydro-2,7-naphthyridine-3-carboxylate C(C)(=O)N1CCC(CC1)N1CCC=2C=C(N=CC2C1)C(=O)OCC